benzyl 3-(4-((4,6-difluorobenzo[d]thiazol-5-yl) amino) thieno[2,3-b]pyridin-2-yl)-2-methyl-2,5-dihydro-1H-pyrrole-1-carboxylate FC1=C(C(=CC2=C1N=CS2)F)NC2=C1C(=NC=C2)SC(=C1)C=1C(N(CC1)C(=O)OCC1=CC=CC=C1)C